FC(CN1CC2=CC=C(C=C2CC1)C(F)(F)F)(F)F 2,2,2-trifluoro-1-[6-(trifluoromethyl)-3,4-dihydroisoquinoline-2(1H)-yl]ethane